(phthalimido)piperidine ethyl-(3S,4R)-3-((tert-butoxycarbonyl)amino)-4-hydroxycyclopentane-1-carboxylate C(C)OC(=O)C1C[C@@H]([C@@H](C1)O)NC(=O)OC(C)(C)C.C1(C=2C(C(N1N1CCCCC1)=O)=CC=CC2)=O